butyl N-[3-([3-[1-(2,6-dioxopiperidin-3-yl)-3-methyl-2-oxo-1,3-benzodiazol-4-yl]prop-2-yn-1-yl]oxy)propyl]-N-methylcarbamate O=C1NC(CCC1N1C(N(C2=C1C=CC=C2C#CCOCCCN(C(OCCCC)=O)C)C)=O)=O